O=C1NC(CCC1N1C(C2=CC=CC(=C2C1=O)NC1CC(C1)OC1CCN(CC1)C(=O)OCC1=CC=CC=C1)=O)=O 1-Benzyl 4-[3-[[2-(2,6-dioxo-3-piperidyl)-1,3-dioxo-isoindolin-4-yl]amino]cyclobutoxy]piperidine-1-carboxylate